6-bromo-3-chloro-N1-(1-(4-(trifluoromethoxy)phenyl)ethyl)benzene-1,2-diamine BrC=1C=CC(=C(C1NC(C)C1=CC=C(C=C1)OC(F)(F)F)N)Cl